C(C)(=O)OCC1OC(OC1)(C)C 2,2-dimethyl-1,3-dioxolane-4-methanol acetate